3-iodo-6-methoxy-5-(2-methylpyrimidin-5-yl)-1H-indazole IC1=NNC2=CC(=C(C=C12)C=1C=NC(=NC1)C)OC